N-(5'-((5-amino-6-chloropyrimidin-4-yl)amino)-2'-fluoro-4'-((3S,5R)-3,4,5-trimethylpiperazin-1-yl)-[1,1'-biphenyl]-4-yl)butyramide NC=1C(=NC=NC1Cl)NC=1C(=CC(=C(C1)C1=CC=C(C=C1)NC(CCC)=O)F)N1C[C@@H](N([C@@H](C1)C)C)C